ETHYL 2-((2-((3-CHLOROBENZYL)AMINO)-2-OXOETHYL)THIO)-1H-IMIDAZOLE-4-CARBOXYLATE ClC=1C=C(CNC(CSC=2NC=C(N2)C(=O)OCC)=O)C=CC1